(Z)-1-(2-fluoro-2-nitrovinyl)-4-methylbenzene F\C(=C/C1=CC=C(C=C1)C)\[N+](=O)[O-]